{4-[(3R)-3-(hydroxymethyl)pyrrolidin-1-yl]Phenyl}-1,3-diazinon OC[C@H]1CN(CC1)C1=CC=C(C=C1)C1=NC(NC=C1)=O